1-(methylsulfonyl)-7-thiocyanoheptane CS(=O)(=O)CCCCCCCSC#N